3-(5-(6-amino-5-((8-benzoyl-3,8-diazabicyclo[3.2.1]octan-3-yl)methyl)pyridin-2-yl)-1-oxoisoindolin-2-yl)piperidine-2,6-dione NC1=C(C=CC(=N1)C=1C=C2CN(C(C2=CC1)=O)C1C(NC(CC1)=O)=O)CN1CC2CCC(C1)N2C(C2=CC=CC=C2)=O